FC1=C(C=C(C=C1)F)[C@@H]1N(C[C@H](C1)F)C1=NNC2=NC=C(C=C21)C=2C=NN(C2)S(=O)(=O)C 3-((2R,4S)-2-(2,5-difluorophenyl)-4-fluoropyrrolidin-1-yl)-5-(1-(methylsulfonyl)-1H-pyrazol-4-yl)-1H-pyrazolo[3,4-b]pyridine